ClCCN1C=C(C=2C1=C(N=CC2)O)C2=CC(=C1C=CN(C1=C2)CC2=CC=C(C=C2)C#N)NS(=O)(=O)CC N-(6-(1-(2-chloroethyl)-7-hydroxy-1H-pyrrolo[2,3-c]pyridin-3-yl)-1-(4-cyanobenzyl)-1H-indol-4-yl)ethanesulfonamide